2'-chloro-5'-fluoro-[1,1'-biphenyl]-2,6-diol ClC1=C(C=C(C=C1)F)C=1C(=CC=CC1O)O